sodium pentafluoro-undecyl-sodium FC(CCCCCCCCCC(F)(F)F)([Na])F.[Na]